p-tolyl diethyl phosphate P(=O)(OC1=CC=C(C=C1)C)(OCC)OCC